acrylic acid 1,1,1,3,3,3-hexafluoroisopropyl ester C=CC(=O)OC(C(F)(F)F)C(F)(F)F